(S)-1-(allyloxy)but-3-en-2-ol C(C=C)OC[C@H](C=C)O